tert-butyl 4-[3-chloro-6-(2-oxopyrrolidin-1-yl)-2-quinolyl]piperazine-1-carboxylate ClC=1C(=NC2=CC=C(C=C2C1)N1C(CCC1)=O)N1CCN(CC1)C(=O)OC(C)(C)C